1-(6-chloro-5-methoxy-4-methylpyridin-3-yl)ethan-1-one ClC1=C(C(=C(C=N1)C(C)=O)C)OC